tert-butyl (3S,5R)-4-((6-methoxypyridin-3-yl) methyl)-3,5-dimethylpiperazine-1-carboxylate COC1=CC=C(C=N1)CN1[C@H](CN(C[C@H]1C)C(=O)OC(C)(C)C)C